8-(2-chloro-4-(2-(piperazin-1-yl)ethoxy)phenyl)-9-((3-fluoropyridin-2-yl)methyl)-6-(1-methylcyclopropoxy)-9H-purine ClC1=C(C=CC(=C1)OCCN1CCNCC1)C=1N(C2=NC=NC(=C2N1)OC1(CC1)C)CC1=NC=CC=C1F